3-hydroxy-1-methyl-3-(2-(6-(2-((1-methyl-1H-pyrazol-3-yl)amino)pyrimidin-4-yl)pyridin-2-yl)thiazol-4-yl)pyrrolidin-2-one OC1(C(N(CC1)C)=O)C=1N=C(SC1)C1=NC(=CC=C1)C1=NC(=NC=C1)NC1=NN(C=C1)C